C1OCCC12CNCCC2 2-oxa-7-aza-spiro[4.5]decane